ClC=1C=C2C(C=C(OC2=C(C1)[C@H](C)NC1=C(C(=O)O)C=CC=C1)C1=CC2=CN(N=C2C=C1)C)=O (S)-2-((1-(6-chloro-2-(2-methyl-2H-indazol-5-yl)-4-oxo-4H-chromen-8-yl)ethyl)amino)benzoic acid